C1(=CC=CC=C1)S(=O)(=O)OC1=C(C=CC=C1)NC(=O)NC1=CC=C(C=C1)OS(=O)(=O)C1=CC=C(C=C1)OC N-[2-(phenylsulfonyloxy)phenyl]-N'-[4-(p-methoxyphenylsulfonyloxy)phenyl]urea